5-(6-(2-(4-fluorophenylsulphonamido)ethoxy)-4-methylbenzo[d]thiazol-2-yl)-7-methylquinoxaline-2-carboxylic acid FC1=CC=C(C=C1)S(=O)(=O)NCCOC1=CC2=C(N=C(S2)C2=C3N=CC(=NC3=CC(=C2)C)C(=O)O)C(=C1)C